FC(C1=NC(=NO1)C1=CC=C(CNC(=O)C2CC2)C=C1)(F)F N-{4-[5-(trifluoromethyl)-1,2,4-oxadiazol-3-yl]benzyl}cyclopropanamide